6,7-difluoro-N-(2-(S-methylsulfonyl)pyridin-4-yl)quinoline-3-carboxamide FC=1C=C2C=C(C=NC2=CC1F)C(=O)NC1=CC(=NC=C1)S(=O)(=O)C